(2S)-2-[(3R)-1-tert-Butoxycarbonylpyrrolidin-3-yl]-6-(2-oxo-1,3-benzoxazol-3-yl)hexanoic acid C(C)(C)(C)OC(=O)N1C[C@H](CC1)[C@@H](C(=O)O)CCCCN1C(OC2=C1C=CC=C2)=O